C(CC)OC(C1=C(C=CC=C1)P(=O)CCOCCC)=O 2-(propoxyethylphosphinyl)-benzoic acid propyl ester